FC1=CC=C(C=C1)C=1C(C(=CN(C1CO)C)C(=O)O)=O 5-(4-Fluorophenyl)-6-(hydroxymethyl)-1-methyl-4-oxo-1,4-dihydropyridine-3-carboxylic acid